(S)-6-((1-(5-Fluoro-2,3-dihydrobenzofuran-6-yl)ethyl)amino)-3-isopropyl-5-methylpyrimidine FC=1C(=CC2=C(CCO2)C1)[C@H](C)NC=1C(=CN(CN1)C(C)C)C